ClC=1C=C2C(=CN=C(C2=CN1)NCCN(C)C)C(C)C N1-(6-chloro-4-isopropyl-2,7-naphthyridin-1-yl)-N2,N2-dimethylethane-1,2-diamine